Methyl 6-(3-chloro-6-(difluoromethyl)-2-fluorophenyl)-3-methylpyrazine-2-carboxylate ClC=1C(=C(C(=CC1)C(F)F)C1=CN=C(C(=N1)C(=O)OC)C)F